ClC=1C=CC(=NC1)C=1C=2CC[C@H]3N(C2N=CC1)CCNC3 (R)-4-(5-chloropyridin-2-yl)-6,6a,7,8,9,10-hexahydro-5H-pyrazino[1,2-a][1,8]naphthyridine